FC1(CN(CC[C@H]1NC1=NN2C(C(=N1)OC)=C(C=C2)C=2C=CC1=C(N(N=N1)C[C@H](C)F)C2)C)F N-((R)-3,3-difluoro-1-methylpiperidin-4-yl)-5-(1-((S)-2-fluoropropyl)-1H-benzo[d][1,2,3]triazol-6-yl)-4-methoxypyrrolo[2,1-f][1,2,4]triazin-2-amine